(S)-tert-butyl 4-(2-bromo-4-nitrophenyl)-3-(hydroxymethyl)piperidine-1-carboxylate BrC1=C(C=CC(=C1)[N+](=O)[O-])C1[C@@H](CN(CC1)C(=O)OC(C)(C)C)CO